N-(4-(6-fluoro-3,4-dihydroisoquinolin-2(1H)-yl)-2,6-dimethylphenyl)pyridin-2-amine FC=1C=C2CCN(CC2=CC1)C1=CC(=C(C(=C1)C)NC1=NC=CC=C1)C